(E,E)-11,13-Hexadecadienal C(CCCCCCCCC\C=C\C=C\CC)=O